1,3-bis(1-methylallyloxy)-2-propanol CC(C=C)OCC(COC(C=C)C)O